C12CN(CC(CC1)O2)C(=O)N2CCN1C=C(C3=CC(=CC(=C13)C2)F)C2=CNC=C2C2=CN=C1N2C=CC=C1 3-(2-(8-oxa-3-azabicyclo[3.2.1]octane-3-carbonyl)-9-fluoro-1,2,3,4-tetrahydro-[1,4]diazepino[6,7,1-hi]indol-7-yl)-4-(imidazo[1,2-a]pyridin-3-yl)-1H-pyrrole